[C@@H]1([C@H](O)[C@H](O)[C@H](O1)CO)N1C2=NC(=NC=C2N=C1)SC 9-beta-D-ribofuranosyl-2-methylthiopurine